3-(2,3-Dimethoxy-[1,3]dioxolo[4',5':4,5]benzo[1,2-c]phenanthridin-12(13H)-yl)-N,N-diethylpropan-1-amine COC=1C=C2CN(C=3C4=C(C=CC3C2=CC1OC)C=C1C(=C4)OCO1)CCCN(CC)CC